Octadecenyl Acrylate C(C=C)(=O)OC=CCCCCCCCCCCCCCCCC